C1=C(C(=CC(=C1)P=O)C)C 5-xylyl-phosphorus oxide